(R)-3-(5-(2-Benzyl-4-(methylsulfonyl)piperazin-1-yl)-3-methyl-1H-indazol-1-yl)-2-fluoro-5-(trifluoromethyl)phenol C(C1=CC=CC=C1)[C@H]1N(CCN(C1)S(=O)(=O)C)C=1C=C2C(=NN(C2=CC1)C=1C(=C(C=C(C1)C(F)(F)F)O)F)C